C(C)(C)(C)C1=CC=C(C=N1)NCC#CC=1N(C2=CC=C(C=C2C1)C=O)CC 2-{3-[(6-tert-butylpyridin-3-yl)amino]prop-1-yn-1-yl}-1-ethyl-1H-indole-5-carbaldehyde